(1R,3S)-3-(3-{[(5-methoxy-1,3-thiazol-2-yl)acetyl]amino}-1H-pyrazol-5-yl)cyclopentyl propan-2-ylcarbamate CC(C)NC(O[C@H]1C[C@H](CC1)C1=CC(=NN1)NC(CC=1SC(=CN1)OC)=O)=O